COC1=C(C(=[N+](C=C1C)[O-])C[S@@](=O)C1=NC2=C(N1)C=CC(=C2)OC)C |r| 4-methoxy-2-[[(RS)-(5-methoxy-1H-benzimidazole-2-yl)sulfinyl]methyl]-3,5-dimethylpyridine 1-oxide